N1=C(C=CC=C1)C1(CC1)C(=O)N (pyridin-2-yl)cyclopropane-1-carboxamide